ClC1=CC=C(C=C1)N1C2=NC(=NC(=C2N=C1C1=C(C=NC=C1)C)N1CCC(CC1)(C(=O)N)C)OCC(C)(C)O 1-[9-(4-chlorophenyl)-2-(2-hydroxy-2-methyl-propoxy)-8-(3-methyl-4-pyridinyl)purin-6-yl]-4-methyl-piperidine-4-carboxamide